CNC1=CN=CC=N1 6-(methylamino)pyrazin